C(C)(C)(C)OC(=O)N1[C@@H](CC[C@H]1CCOCCC(=O)OC(C)(C)C)C(=O)OC(C)(C)C (2S,5S)-5-(2-(3-(tert-butoxy)-3-oxopropoxy)ethyl)pyrrolidine-1,2-dicarboxylic acid di-tert-butyl ester